BrC=1C=CC2=C(O[C@H](CO2)COC2=CC=C(C=C2)[C@H](CC(=O)OC)C#CC)C1 methyl (S)-3-(4-(((S)-7-bromo-2,3-dihydrobenzo[b][1,4]dioxin-2-yl) methoxy) phenyl)-4-hexynoate